2-(1-Methyl-1H-pyrazol-4-yl)-3-oxo-N-[(2S)-3,3,3-trifluoro-2-hydroxypropyl]-6-[4-(trifluoromethyl)phenyl]-2,3-dihydropyridazine-4-carboxamide CN1N=CC(=C1)N1N=C(C=C(C1=O)C(=O)NC[C@@H](C(F)(F)F)O)C1=CC=C(C=C1)C(F)(F)F